(3-chloro-6,7-dihydrodibenzo[b,d]oxepin-2-yl)methanol ClC=1C(=CC2=C(OCCC3=C2C=CC=C3)C1)CO